O[C@@H]1[C@H](C(C=C1C)(C)C)CC(=O)[O-] (1S,2R)-(2-Hydroxy-3,5,5-trimethyl-3-cyclopentenyl)methylcarboxylat